FCC1CN(CCN1C)C1=NC2=C(N1C(=O)NCCC(C)C)C=CC=C2 (3-(Fluoromethyl)-4-methylpiperazin-1-yl)-N-isopentyl-1H-benzo[d]imidazole-1-carboxamide